4-(1-(difluoromethyl)-3-(5-fluoropyridin-2-yl)-1H-pyrazol-4-yl)-6-methyl-1H-pyrazolo[3,4-b]pyridine FC(N1N=C(C(=C1)C1=C2C(=NC(=C1)C)NN=C2)C2=NC=C(C=C2)F)F